4-bromo-3-(2-chloro-4-fluorophenyl)-2,6-dimethylpyridine BrC1=C(C(=NC(=C1)C)C)C1=C(C=C(C=C1)F)Cl